FC1(CCN(CC1)C1=C(C#N)C=CC(=C1)[N+](=O)[O-])F 2-(4,4-difluoropiperidin-1-yl)-4-nitrobenzonitrile